COC1=C(C=C(C=C1)C=C)OC 1,2-Dimethoxy-4-vinylbenzene